N-((2R,3S)-1-glycoloyl-2-(((cis-4-phenylcyclohexyl)oxy)methyl)-piperidin-3-yl)methane-sulfonamide C(CO)(=O)N1[C@H]([C@H](CCC1)NS(=O)(=O)C)CO[C@@H]1CC[C@@H](CC1)C1=CC=CC=C1